FC1=CC=CC2=C1N=C(S2)C([C@H](C[C@H]2C(NCC2)=O)NC(OC(C)(C)C)=O)=O tert-Butyl ((S)-1-(4-fluorobenzo[d]thiazol-2-yl)-1-oxo-3-((S)-2-oxopyrrolidin-3-yl)propan-2-yl)carbamate